C(C)(C)(C)OC(NC1CCN(CC1)C1=C(C=C(C=C1)NC=1C(=NC(=CC1)OCC1=CC=CC=C1)OCC1=CC=CC=C1)F)=O.ClC1=CN=CC2=CC=CC(=C12)S(=O)(=O)N1[C@@H](CNCCC1)C (R)-4-chloro-5-((2-methyl-1,4-diazepan-1-yl)sulfonyl)isoquinoline tert-butyl-N-[1-[4-[(2,6-dibenzyloxy-3-pyridyl)amino]-2-fluoro-phenyl]-4-piperidyl]carbamate